BrC=1C=NC=2C(CN(CC2C1)C(=O)OC(C)(C)C)(F)F tert-butyl 3-bromo-8,8-difluoro-5,7-dihydro-1,6-naphthyridine-6-carboxylate